4-morpholino-2-[(2E)-2-(m-tolylmethylene)hydrazino]-N-pyrrolidin-3-yl-thieno[3,2-d]pyrimidine-6-carboxamide O1CCN(CC1)C=1C2=C(N=C(N1)N/N=C/C=1C=C(C=CC1)C)C=C(S2)C(=O)NC2CNCC2